N1[C@H](CN[C@H](CN[C@H](CN[C@H](C1)CC(=O)N)CC(=O)N)CC(=O)N)CC(=O)N 2,2',2'',2'''-((2S,5S,8S,11S)-1,4,7,10-tetraazacyclododecane-2,5,8,11-tetrayl)tetraacetamide